3-chloro-5-[[2,4-difluoro-5-[2-(hydroxymethyl)-2,3-dihydrobenzofuran-7-yl]phenyl]sulfamoyl]-4-methoxy-benzoic acid ClC=1C=C(C(=O)O)C=C(C1OC)S(NC1=C(C=C(C(=C1)C1=CC=CC=2CC(OC21)CO)F)F)(=O)=O